FC(C(=O)O)(F)F.CC1(CCC1)CNC(=O)C1CCNCC1 N-((1-methylcyclobutyl)methyl)piperidine-4-carboxamide trifluoroacetic acid salt